3-(pyrazolo[1,5-a]pyridin-5-ylthio)propionic acid ethyl ester C(C)OC(CCSC1=CC=2N(C=C1)N=CC2)=O